2-butyl-1,3-propyleneglycol dibenzoate C(C1=CC=CC=C1)(=O)OCC(COC(C1=CC=CC=C1)=O)CCCC